(R)-4-(2-(1-(2-(6-methylpyridin-3-yl)propan-2-yl)-3-((methylsulfonyl)methyl)pyrrolidin-3-yl)ethyl)benzonitrile CC1=CC=C(C=N1)C(C)(C)N1C[C@@](CC1)(CS(=O)(=O)C)CCC1=CC=C(C#N)C=C1